CC1CCC(CC1)C(COCC)(COC)CC[Si](C1=CC=CC=C1)(C1=CC=CC=C1)C 2-(4-methylcyclohexyl)-2-(2-methyldiphenylsilylethyl)-1-ethoxy-3-methoxypropane